5-Bromothiophene-2-carbonitril BrC1=CC=C(S1)C#N